[Si](C)(C)(C(C)(C)C)OCC1=NN(C=2NC([C@@H]([C@@H](C21)C2CC2)NC(C2=CC(=CC=C2)C(F)(F)F)=O)=O)C2CCOCC2 |r| rac-N-((4R,5R)-3-(((tert-butyldimethylsilyl)oxy)methyl)-4-cyclopropyl-6-oxo-1-(tetrahydro-2H-pyran-4-yl)-4,5,6,7-tetrahydro-1H-pyrazolo[3,4-b]pyridin-5-yl)-3-(trifluoromethyl)benzamide